3-(6-((4-((adamantan-1-yl)amino)butyl)amino)-2-oxobenzo[cd]indol-1(2H)-yl)piperidine-2,6-dione C12(CC3CC(CC(C1)C3)C2)NCCCCNC=2C=3C1=C(C(N(C1=CC2)C2C(NC(CC2)=O)=O)=O)C=CC3